F[C@@H]1[C@H]2CCC[C@@H](C[C@@H]1OC1=NN=C(S1)C1=C(C=C(C=C1)C1=NC=NC(=N1)OC)O)N2 2-(5-(((1R,2R,3S,5S)-2-fluoro-9-azabicyclo[3.3.1]nonan-3-yl)oxy)-1,3,4-thiadiazol-2-yl)-5-(4-methoxy-1,3,5-triazin-2-yl)phenol